3-[[(1R)-1-[2-(3-Cyanophenyl)-3,6-dimethyl-4-oxo-chromen-8-yl]ethyl]amino]-6-(trifluoromethyl)pyridine-2-carboxylic acid C(#N)C=1C=C(C=CC1)C=1OC2=C(C=C(C=C2C(C1C)=O)C)[C@@H](C)NC=1C(=NC(=CC1)C(F)(F)F)C(=O)O